S(OC1=CC=C(C=C1)C1C(NC(CC1)=O)=O)(=O)(=O)F 4-(2,6-dioxopiperidin-3-yl)phenyl sulfurofluoridate